5-methoxyacetamido-2,4,6-triiodoisophthaloyl dichloride COCC(=O)NC=1C(=C(C(=C(C(=O)Cl)C1I)I)C(=O)Cl)I